1-bromo-4-chloro-5-methoxy-2-methyl-benzene BrC1=C(C=C(C(=C1)OC)Cl)C